ClC=1C=C2C(=C(NC2=CC1)C(=O)NCCNS(=O)(=O)C1=CC=C(C=C1)OC)S(=O)(=O)C1=CC(=CC(=C1)C)C 5-chloro-3-((3,5-dimethylphenyl)sulfonyl)-N-(2-((4-methoxyphenyl)sulfonamido)ethyl)-1H-indole-2-carboxamide